CS(=O)(=O)C1=CC=C(C=C1)C1=CC=CC=C1 4'-(methylsulfonyl)-[1,1'-biphenyl]